tert-butyl N-(1,1-dimethylprop-2-ynyl)carbamate CC(C#C)(C)NC(OC(C)(C)C)=O